FC1(CC1)C(O)[C@H]1N2C(C3=CC=CC=C13)=CN=C2 (1-fluorocyclopropyl)((s)-5H-imidazo[5,1-a]isoindol-5-yl)methanol